OC[C@H]1N(C[C@@H]([C@H]([C@@H]1O)O)O)CC1=CC=C(C=C1)CNC1=CC=C(C=C1)C=1NC=CC1 (2R,3R,4R,5S)-2-(hydroxymethyl)-1-{[4-({[4-(1H-pyrrol-2-yl)phenyl]amino}methyl)phenyl]methyl}piperidine-3,4,5-triol